(Z)-Ethyl 3-(4-((5-(4-chloro-3-((tetrahydro-2H-pyran-4-yl)carbamoyl)phenyl)furan-2-yl)methylene)-3-methyl-5-oxo-4,5-dihydro-1H-pyrazol-1-yl)benzoate ClC1=C(C=C(C=C1)C1=CC=C(O1)\C=C/1\C(=NN(C1=O)C=1C=C(C(=O)OCC)C=CC1)C)C(NC1CCOCC1)=O